CC1C2C(C3CCC4C5CCC(CC5CCC4=C3C1)O)C(C(C2(C)C)(C)C)(C(=C)C)C hexamethyl-1-prop-1-en-2-yl-1,2,3,4,5,6,7,7a,9,10,11,11b,12,13,13a,13b-hexadecahydrocyclopenta[a]chrysen-9-ol